N1=C(C(=C2N1CCCC2)C(=O)OC)C(=O)OC.[Pt+2] platinum (II) dimethyl 4,5,6,7-tetrahydropyrazolo[1,5-a]pyridine-2,3-dicarboxylate